4-(4-(1-propenylpiperidin-3-yl)-1H-pyrrolo[2,3-b]pyridin-3-yl)-N-(pyridin-2-yl)benzamide C(=CC)N1CC(CCC1)C1=C2C(=NC=C1)NC=C2C2=CC=C(C(=O)NC1=NC=CC=C1)C=C2